3-amino-N-[(7-chloro-4-methyl-2,3-dihydro-1,4-benzoxazin-2-yl)methyl]-1-({4-[(2-oxopyridin-1-yl)methyl]phenyl}methyl)pyrazole-4-carboxamide NC1=NN(C=C1C(=O)NCC1OC2=C(N(C1)C)C=CC(=C2)Cl)CC2=CC=C(C=C2)CN2C(C=CC=C2)=O